(6-(5-(2-methoxyquinolin-6-yl)pyridin-3-yl)-2,6-diazaspiro[3.3]heptane-2-yl)(1-methyl-1H-pyrazol-4-yl)methanone COC1=NC2=CC=C(C=C2C=C1)C=1C=C(C=NC1)N1CC2(CN(C2)C(=O)C=2C=NN(C2)C)C1